pent-2-ynethioic acid S-methyl ester CSC(C#CCC)=O